C(C)OC(=C)C1=C(C(=CC(=C1)[N+](=O)[O-])C(F)(F)F)C 1-(1-ethoxyvinyl)-2-methyl-5-nitro-3-(trifluoromethyl)benzene